methyl 4-((2-chloro-5-fluoropyridin-4-yl) ethynyl)-5-methyl-1-(6-methylpyridin-3-yl)-1H-imidazole-2-carboxylate ClC1=NC=C(C(=C1)C#CC=1N=C(N(C1C)C=1C=NC(=CC1)C)C(=O)OC)F